C(CCC)C(CN)CCCCCC 2-Butyloctan-1-amine